(3Z)-3-[[4-[methyl-[2-(4-methylpiperazin-1-yl)acetyl]amino]anilino]-phenyl-methylene]-2-oxo-indole-6-carboxylic acid methyl ester COC(=O)C1=CC=C2/C(/C(NC2=C1)=O)=C(\C1=CC=CC=C1)/NC1=CC=C(C=C1)N(C(CN1CCN(CC1)C)=O)C